1-((1-(2,3-difluoro-4-(1-(tetrahydro-2H-pyran-2-yl)-1H-pyrazol-4-yl)phenyl)piperidin-4-yl)methyl)pyrrolidin-2-one FC1=C(C=CC(=C1F)C=1C=NN(C1)C1OCCCC1)N1CCC(CC1)CN1C(CCC1)=O